Se-adenosyl-selenomethionine [C@@H]1([C@H](O)[C@H](O)[C@@H](C[Se+](CC[C@H](N)C(=O)O)C)O1)N1C=NC=2C(N)=NC=NC12